CC=1N=CSC1C1CCC2(OCCO2)CC1 4-methyl-5-(1,4-dioxaspiro[4.5]dec-8-yl)thiazole